1-(1-Phenyl-2-(pyridin-2-yl)ethyl)piperazine C1(=CC=CC=C1)C(CC1=NC=CC=C1)N1CCNCC1